(S)-azetidine-2-carboxylic acid N1[C@@H](CC1)C(=O)O